N1(CN=C(C=C1)N)[2H] Pyrimidine-4-amine-1-d